ClC1=C(C=CC=C1N1C(NC(CC1)=O)=O)C1CC2(CN(C2)C(=O)OC(C)(C)C)C1 tert-butyl 6-(2-chloro-3-(2,4-dioxotetrahydropyrimidin-1(2H)-yl)phenyl)-2-azaspiro[3.3]heptane-2-carboxylate